2-(2-fluoro-4-methylphenyl)-5-(3-methyl-1H-pyrazol-4-yl)-1-{[2-(trimethylsilyl)ethoxy]methyl}-1H-pyrrole-3-carbonitrile FC1=C(C=CC(=C1)C)C=1N(C(=CC1C#N)C=1C(=NNC1)C)COCC[Si](C)(C)C